O1C(=CC=C1)C=CC(=O)NC1=CC=C(C(=O)N[C@H](C(=O)NO)[C@@H](C)O)C=C1 4-(3-(furan-2-yl)acrylamido)-N-((2S,3R)-3-hydroxy-1-(hydroxyamino)-1-oxobutan-2-yl)-benzamide